(S)-4-((3-(5-(1-Amino-1,3-dihydrospiro[indene-2,4'-piperidin]-1'-yl)-6-(hydroxymethyl)pyrazin-2-yl)prop-2-yn-1-yl)oxy)benzonitrile N[C@@H]1C2=CC=CC=C2CC12CCN(CC2)C=2N=CC(=NC2CO)C#CCOC2=CC=C(C#N)C=C2